ClC=1C=C(C=C(C1)NS(=O)(=O)C)NC(=O)C=1C=NN(C1)C1=NC=C(C=C1)SC N-(3-chloro-5-(methylsulfonamido)phenyl)-1-(5-(methylthio)pyridin-2-yl)-1H-pyrazole-4-carboxamide